FC1=C(C#N)C=C(C=C1)OC1=C(C=C2C(=N1)C=CN2)F 2-fluoro-5-((6-fluoro-1H-pyrrolo[3,2-b]pyridin-5-yl)oxy)benzonitrile